C(=O)(C=1C(OC2=CC(=CC=C2C1)OC(C)=O)=O)C=1C(OC2=CC(=CC=C2C1)OC(C)=O)=O carbonylbis(7-acetoxycoumarin)